2-(2H-2-phenylethyl)propionic acid C1(CC=CC=C1)CCC(C(=O)O)C